(1R,9S)-9-ethyl-5-fluoro-9-hydroxy-1-(2-hydroxy-ethoxy)-1,4-dimethyl-2,3,12,15-tetrahydrobenzo[de]pyrano[3',4':6,7]indolizino[1,2-b]quinoline-10,13(1H,9H)-dione C(C)[C@]1(C(OCC=2C(N3CC=4C(=NC=5C=C(C(=C6C5C4[C@](CC6)(C)OCCO)C)F)C3=CC21)=O)=O)O